ClC1=CC=C(N=N1)CN(CC)CC ((6-Chloropyridazin-3-yl)methyl)-N-ethylethylamine